NC1=CC(=C(C(=N1)C=1C(=C2C=3C(=NC=NC3C1)NCCO2)Cl)C(F)(F)F)C 9-(6-amino-4-methyl-3-(trifluoromethyl)pyridin-2-yl)-8-chloro-5,6-dihydro-4H-[1,4]oxazepino[5,6,7-de]quinazolin